[Na].[Na].FC(C(F)F)(F)OC(C(C(F)F)(F)F)=O 1,1,2,2-tetrafluoroethyl-2,2,3,3-tetrafluoropropaneAt Disodium